C(C)(=O)N1CC2=C(CC1)N(N=C2N2CCCC1=CC(=C(C=C21)C(F)F)C=2C=NN(C2)C)C2CCN(CC2)C(=O)ON2CCCCC2 piperidyl 4-[5-acetyl-3-[7-(difluoromethyl)-6-(1-methylpyrazol-4-yl)-3,4-dihydro-2H-quinolin-1-yl]-6,7-dihydro-4H-pyrazolo[4,3-c]pyridin-1-yl]piperidine-1-carboxylate